(2R,4R)-1-(1-(3-chloro-2-fluorophenyl)cyclopropyl)-4-((3-fluoro-6-((5-methyl-1H-pyrazol-3-yl)amino)pyridin-2-yl)methyl)-2-methylpiperidine-4-carboxylic acid ClC=1C(=C(C=CC1)C1(CC1)N1[C@@H](C[C@@](CC1)(C(=O)O)CC1=NC(=CC=C1F)NC1=NNC(=C1)C)C)F